(1-((2-(trimethylsilyl)ethoxy)methyl)-1H-pyrrolo[3,2-c]pyridin-2-yl)boronic acid C[Si](CCOCN1C(=CC=2C=NC=CC21)B(O)O)(C)C